C(C(=C)CC(=O)[O-])(=O)OCCCCCCCCC(C)C mono-isoundecyl itaconate